(+-)-4-((tert-butyldimethylsilyl)oxy)bicyclo[4.1.0]heptane-2-carbonitrile [Si](C)(C)(C(C)(C)C)OC1CC(C2CC2C1)C#N